(2R)-1-(2,3-difluorobenzyl)-2-ethyl-4-((3-fluoro-6-((5-methyl-1H-pyrazol-3-yl)amino)pyridin-2-yl)methyl)piperidine-4-carboxylic acid FC1=C(CN2[C@@H](CC(CC2)(C(=O)O)CC2=NC(=CC=C2F)NC2=NNC(=C2)C)CC)C=CC=C1F